6-benzyl-4,5,6,7-tetrahydro-1H-pyrrolo[2,3-c]pyridine-2-carboxylic acid ethyl ester C(C)OC(=O)C1=CC2=C(CN(CC2)CC2=CC=CC=C2)N1